5-(5-decylbenzo[d]oxazol-2-yl)pentan-1-amine C(CCCCCCCCC)C=1C=CC2=C(N=C(O2)CCCCCN)C1